O[C@@H](CSC=1C(=NON1)C(N)=NO)CO 4-{[(2R)-2,3-dihydroxypropyl]sulfanyl}-N'-hydroxy-1,2,5-oxadiazole-3-carboximidamide